(6aR,10aR)-6,6,9-trimethyl-3-pentyl-6a,7,8,10a-tetrahydro-6H-benzo[c]chromen-1-yl carbonochloridate C(OC1=C2[C@H]3[C@H](C(OC2=CC(=C1)CCCCC)(C)C)CCC(=C3)C)(=O)Cl